CC1=C2C=C(CC2=C(C=C1)C)C1=C(C=CC=C1)C1=C(C(=CC=C1)C1=CC=CC=C1)O 2-(4,7-dimethyl-1H-inden-2-yl)-[1,1':3',1''-terphenyl]-2'-ol